2-((1-(2-(2,3-dimethyl-2H-indazol-5-yl)-6-methyl-4-oxo-4H-chromen-8-yl)ethyl)amino)benzoic acid CN1N=C2C=CC(=CC2=C1C)C=1OC2=C(C=C(C=C2C(C1)=O)C)C(C)NC1=C(C(=O)O)C=CC=C1